(R)-N-(2-fluoro-3-hydroxy-3-methylbutyl)-7-(isopropylamino)-2-(pyridin-3-yl)thiazolo[5,4-b]pyridine-6-carboxamide F[C@H](CNC(=O)C=1C(=C2C(=NC1)SC(=N2)C=2C=NC=CC2)NC(C)C)C(C)(C)O